C(C)[Sn]C(C)C Ethyl-isopropyl-tin